ClC1=C(C=CC=C1C(NC1(CC1)C)=O)NC1=C(C=C(C=N1)C(=O)N=C1NCCN1)C1CC1 6-({2-chloro-3-[(1-methylcyclopropyl)carbamoyl]phenyl}amino)-5-cyclopropyl-N-[imidazolidin-2-ylidene]pyridine-3-carboxamide